S([O-])(O)=O.[N+](=O)([O-])C1=C(C=O)C=CC=C1.[Na+] sodium o-nitrobenzaldehyde bisulfite